C(C)O[Si](C)(C)C ethoxy-trimethylsilane